5-(2-Chlorobenzyl)-4-oxo-3-(2-triisopropylsilanyloxyethyl)-4,5,6,7-tetrahydro-pyrazolo[1,5-a]pyrazine-2-carboxylic acid ethyl ester C(C)OC(=O)C1=NN2C(C(N(CC2)CC2=C(C=CC=C2)Cl)=O)=C1CCO[Si](C(C)C)(C(C)C)C(C)C